(R)-2-(((allyloxy)carbonyl)amino)-3-(tert-butyldisulfanyl)propanamide C(C=C)OC(=O)N[C@H](C(=O)N)CSSC(C)(C)C